7-bromo-3-ethyl-[1,2,4]triazolo[4,3-a]pyridine BrC1=CC=2N(C=C1)C(=NN2)CC